[Cl-].OCC[N+](C)(C)C.NC(=O)N Urea Choline chloride